para-menthan hydroperoxide [O-]O.C1(CCC(CC1)C(C)C)C